N1(CCOCC1)C=1C=CC=C(C1C(=O)O)O.C(C=1C(O)=CC=CC1)N1CCOCC1 Salicylmorpholine (morpholinesalicylate)